CO\N=C(\C)/NC(C1=CC=C(C=C1)C1=NOC(=N1)C(F)(F)F)=O N-[(Z)-N-Methoxy-C-methyl-carbonimidoyl]-4-[5-(trifluoromethyl)-1,2,4-oxadiazol-3-yl]benzamid